NC1=CC=C(C=C1)C1=CC=C(C=C1)C=1N=NN(C1)C=1C=C2C=C(C(OC2=CC1)=O)C(=O)O 6-(4-(4'-Amino-[1,1'-biphenyl]-4-yl)-1H-1,2,3-triazol-1-yl)-2-oxo-2H-chromene-3-carboxylic acid